FC(C(=O)O)(F)F.O=S1(N(CCC1)[C@@H]1[C@H](NC1)C)=O (2R,3S)-3-(1,1-dioxidoisothiazolidin-2-yl)-2-methylazetidine trifluoroacetate